C(=O)C1=C(N(C2=CC=CC=C12)C)SCC(=O)O [(3-FORMYL-1-METHYL-1H-INDOL-2-YL)THIO]ACETIC ACID